NC1=CC(=C(C(=O)OC)C=C1)N1CCCC1 methyl 4-amino-2-pyrrolidin-1-ylbenzoate